5-[4-[2-(cyclopentyloxy)-3-pyridinyl]-2,6-difluoro-anilino]pentanoic acid C1(CCCC1)OC1=NC=CC=C1C1=CC(=C(NCCCCC(=O)O)C(=C1)F)F